CC1=NOC(=C1S(=O)(=O)N1CCC2(CC(CO2)NC[C@@H](COC=2C=C(C=CC2)S(=O)(=O)N(C)C)O)CC1)C 3-((2S)-3-(8-(3,5-dimethylisoxazol-4-ylsulfonyl)-1-oxa-8-azaspiro[4.5]decan-3-ylamino)-2-hydroxypropoxy)-N,N-dimethylbenzenesulfonamide